2-(6-(piperidin-3-ylmethyl)pyridazin-3-yl)-5-(trifluoromethyl)phenol hydrochloride salt HCl Cl.Cl.N1CC(CCC1)CC1=CC=C(N=N1)C1=C(C=C(C=C1)C(F)(F)F)O